OCC1=CC=C2CN(C(C2=C1OC1CCOCC1)=O)C1C(NC(CC1)=O)=O 3-(6-(hydroxymethyl)-1-oxo-7-((tetrahydro-2H-pyran-4-yl)oxy)isoindolin-2-yl)piperidine-2,6-dione